6-[(2R)-2-amino-3-[(1S)-2,2-difluorocyclopropyl]propyl]-7-methyl-N-[(thiophen-2-yl)methyl]thieno[3,2-c]pyridazin-4-amine N[C@@H](CC1=C(C=2N=NC=C(C2S1)NCC=1SC=CC1)C)C[C@@H]1C(C1)(F)F